3-hydroxy-5-ethyl-1H-1,2,4-triazole OC1=NNC(=N1)CC